(S)-2-(tert-butyl-dimethyl-silanyloxymethyl)-piperazine-1-carboxylic acid tert-butyl ester C(C)(C)(C)OC(=O)N1[C@@H](CNCC1)C(O[SiH2]C(C)(C)C)(C)C